C(CCCC)(=O)OC[C@]1(O[C@H](C[C@@H]1O)N1C2=NC(=NC(=C2N=C1)NC(CCCCCCC)=O)F)C#C [(2R,3S,5R)-2-ethynyl-5-(2-fluoro-6-octanamido-9H-purin-9-yl)-3-hydroxyoxolan-2-yl]methyl pentanoate